1,3-diisopropyl-2-isocyanatobenzene C(C)(C)C1=C(C(=CC=C1)C(C)C)N=C=O